5-(ethoxymethyl)-2-phenyl-7-((tetrahydro-2H-pyran-4-yl)amino)-1H-indole-3-carbonitrile C(C)OCC=1C=C2C(=C(NC2=C(C1)NC1CCOCC1)C1=CC=CC=C1)C#N